tert-butyl (3S)-3-({8-carbamoyl-6-[3-(methoxymethyl)-1H-1,2,4-triazol-5-yl]pyrido[3,2-d]pyrimidin-4-yl}amino)piperidine-1-carboxylate C(N)(=O)C1=CC(=NC2=C1N=CN=C2N[C@@H]2CN(CCC2)C(=O)OC(C)(C)C)C2=NC(=NN2)COC